(R)-N-(3,3-difluoro-1-(methyl-d3)piperidin-4-yl)-5-(1-(1,3-difluoropropan-2-yl)-1H-benzo[d][1,2,3]triazol-6-yl)-6-fluoro-4-methoxypyrrolo[2,1-f][1,2,4]triazin-2-amine FC1(CN(CC[C@H]1NC1=NN2C(C(=N1)OC)=C(C(=C2)F)C=2C=CC1=C(N(N=N1)C(CF)CF)C2)C([2H])([2H])[2H])F